(E)-1-[3-[4-[(1R)-1,2-dihydroxyethyl]-1-[4-(trifluoromethoxy)phenyl]pyrazolo[3,4-b]pyridin-3-yl]azetidin-1-yl]-4-hydroxy-but-2-en-1-one O[C@@H](CO)C1=C2C(=NC=C1)N(N=C2C2CN(C2)C(\C=C\CO)=O)C2=CC=C(C=C2)OC(F)(F)F